N-[5-[(4-chlorophenyl)methoxy]-1,3,4-thiadiazol-2-yl]-3-(2-ethylphenyl)pyridine ClC1=CC=C(C=C1)COC1=NN=C(S1)N1CC(=CC=C1)C1=C(C=CC=C1)CC